N-(((2S,5R)-6-(phenylmethyloxy)-7-oxo-1,6-diazabicyclo[3.2.1]oct-2-yl)(imino)methyl)-2-(1H-imidazol-1-yl)acetamide Ammonium chloride [Cl-].[NH4+].C1(=CC=CC=C1)CON1[C@@H]2CC[C@H](N(C1=O)C2)C(NC(CN2C=NC=C2)=O)=N